2,3,4,6-tetrachloropyridine ClC1=NC(=CC(=C1Cl)Cl)Cl